4-{6-[(3,3-diethyl-1,3-dihydro-2-benzofuran-5-yl)oxy]pyridin-3-yl}-5-methyl-2,4-dihydro-3H-1,2,4-triazol-3-one C(C)C1(OCC2=C1C=C(C=C2)OC2=CC=C(C=N2)N2C(NN=C2C)=O)CC